2-oxopentane O=C(C)CCC